3,6-dimethylhept-4-en-1-yl acetate C(C)(=O)OCCC(C=CC(C)C)C